BrC=1C=C(C=CC1[N+](=O)[O-])N1CC2CCC(C1)N2C(=O)OC(C)(C)C tert-butyl 3-(3-bromo-4-nitrophenyl)-3,8-diazabicyclo[3.2.1]octane-8-carboxylate